OCC(CO)=CCO 2-(hydroxymethyl)but-2-en-1,4-diol